((3-((1-(benzyloxycarbonyl)piperidin-4-yl)oxy)-3-oxopropyl)amino)-7-methyl-benzo[e][1,2,4]triazine-1,4-dioxide C(C1=CC=CC=C1)OC(=O)N1CCC(CC1)OC(CCNC=1N=[N+](C2=C([N+]1[O-])C=CC(=C2)C)[O-])=O